(1r,5s)-3-azabicyclo[3.1.0]hexane-6-carbonitrile [C@H]12CNC[C@@H]2C1C#N